ClC=1C(=C2C(=NC1C)CN(C2)C(=O)[C@H]2CN(CC2)C=2C=NC=C(C2)C(F)F)C (3-chloro-2,4-dimethyl-5,7-dihydropyrrolo[3,4-b]pyridin-6-yl)-[(3R)-[5-(difluoromethyl)-3-pyridyl]pyrrolidin-3-yl]methanone